(S)-3-chloro-5-fluoro-4-(6-((6-(3-hydroxypiperidin-1-yl)pyrimidin-4-yl)amino)-1H-pyrazolo[4,3-c]pyridin-1-yl)benzonitrile ClC=1C=C(C#N)C=C(C1N1N=CC=2C=NC(=CC21)NC2=NC=NC(=C2)N2C[C@H](CCC2)O)F